O(S(=O)(=O)C(F)(F)F)C=1C=2C(NC(C1)=O)=C(N(N2)C2OCCCC2)C methyl-5-oxo-2-(tetrahydro-2H-pyran-2-yl)-4,5-dihydro-2H-pyrazolo[4,3-b]pyridin-7-yl triflate